N-{[5-(3,3-difluorocyclobutyl)-6-fluoropyridin-2-yl](phenyl)methyl}-4-fluoro-1-[2-(5-methyl-6-oxo-1,6-dihydropyridin-3-yl)acetyl]pyrrolidine-2-carboxamide FC1(CC(C1)C=1C=CC(=NC1F)C(NC(=O)C1N(CC(C1)F)C(CC1=CNC(C(=C1)C)=O)=O)C1=CC=CC=C1)F